N-oleyl-glucosamine C(CCCCCCC\C=C/CCCCCCCC)N[C@H]1C(O)O[C@@H]([C@H]([C@@H]1O)O)CO